4-iodo-N-(4-(1-isopropyl-1H-pyrazol-5-yl)phenyl)-2-methoxynicotinamide IC1=CC=NC(=C1C(=O)NC1=CC=C(C=C1)C1=CC=NN1C(C)C)OC